BrC=1C=C2C(=NC=NN2C1)C1=CC(=C(CNC(OC(C)(C)C)=O)C=C1)F tert-butyl (4-(6-bromopyrrolo[2,1-f][1,2,4]triazin-4-yl)-2-fluorobenzyl)carbamate